CN1CC=2N(CC1)N=C(N2)N 7-Methyl-5,6,7,8-tetrahydro-[1,2,4]triazolo[1,5-a]pyrazin-2-amine